F[C@@H]1C2CC[C@@H](C[C@@H]1N(C=1N=CC(=NC1)C1=C(C=3N=CC=NC3C=C1)O)C)N2 6-(5-{[(2R,3S,5S)-2-fluoro-8-azabicyclo[3.2.1]octan-3-yl](methyl)amino}pyrazin-2-yl)quinoxalin-5-ol